C(C1=CC=CC=C1)SC=1C=CC2=C(C(=C(O2)C)C(=O)OCC)C1 ethyl 5-(benzylthio)-2-methylbenzofuran-3-carboxylate